ClCC1=C(C=CC=C1)N=C=O 2-(chloromethyl)phenyl isocyanate